CN1C(N(C2=C1C=NC(=C2)N(C(OC(C)(C)C)=O)C2=C(C=C(C=C2)OCC=2SC(=CC2)[N+](=O)[O-])C)C2CCOCC2)=O tert-Butyl (3-methyl-2-oxo-1-(tetrahydro-2H-pyran-4-yl)-2,3-dihydro-1H-imidazo[4,5-c]pyridin-6-yl)(2-methyl-4-((5-nitrothiophen-2-yl)methoxy)phenyl)carbamate